m-ethyl-Styrene C(C)C=1C=C(C=C)C=CC1